OC1=C(C=C(C=C1C)C)N1N=C2C(=N1)C=CC=C2S(=O)(=O)O 2-(2-hydroxy-3,5-dimethylphenyl)benzotriazole-4-sulfonic acid